triphenylphosphine gold bromide [Au](Br)(Br)Br.C1(=CC=CC=C1)P(C1=CC=CC=C1)C1=CC=CC=C1